zirconium indium zinc zinc Oxide [O-2].[Zn+2].[Zn+2].[In+3].[Zr+4]